C(CC)OC(CCCCCC=C)=O n-propyl-7-octenoate